1-(6-aminobenzo[d][1,3]dioxol-5-yl)-4-chlorobutan-1-one NC=1C(=CC2=C(OCO2)C1)C(CCCCl)=O